ClC1=CC(=C(C=N1)C=1C=NC(=CC1)CN1CCC(CC1)O)N1C[C@H](CCC1)O (S)-1-(6-chloro-6'-((4-hydroxypiperidin-1-yl)methyl)-[3,3'-bipyridin]-4-yl)piperidin-3-ol